cadmium-gold [Au].[Cd]